6-(hydroxymethyl)-2-(methylthio)-4-(thiazol-2-yl)-4H-pyrrolo[2,3-d]Thiazole-5-carboxylic acid ethyl ester C(C)OC(=O)C1=C(C2=C(N=C(S2)SC)N1C=1SC=CN1)CO